ClC=1C=NN(C1C1=NN2C(C(CCC2)N(CCO)C2=CC(=C(C=C2)C=2N(C=C(N2)C(F)(F)F)CC)F)=C1)C(C)C 2-((2-(4-chloro-1-isopropyl-1H-pyrazol-5-yl)-4,5,6,7-tetrahydropyrazolo[1,5-a]pyridin-4-yl)(4-(1-ethyl-4-(trifluoromethyl)-1H-imidazol-2-yl)-3-fluorophenyl)amino)ethan-1-ol